O=C1NC(CCC1N1C(C2=CC=C(C=C2C1=O)CN1CCN(CC1)C=1C2=C(N=C(N1)C)SC=C2C2=CC=CC=C2)=O)=O 2-(2,6-dioxopiperidin-3-yl)-5-((4-(2-methyl-5-phenylthieno[2,3-d]pyrimidin-4-yl)piperazin-1-yl)methyl)isoindoline-1,3-dione